tert-butyl (2R,5S)-2,5-diethylpiperazine-1-carboxylate C(C)[C@H]1N(C[C@@H](NC1)CC)C(=O)OC(C)(C)C